2-(4-bromophenyl)-3-(methylsulfanyl)-3a,8a-dihydrofuro[2,3-b]benzofuran BrC1=CC=C(C=C1)C1=C(C2C(OC3=C2C=CC=C3)O1)SC